COC1=CC=C(CC(N)C)C=C1 Para-Methoxyamphetamine